[Cl-].C(C=C)(=O)NC(CC[N+](C)(C)C)(C)C (3-acrylamido-3-methylbutyl)trimethylammonium chloride